N-(3-(2-(2H-1,2,3-triazol-2-yl)propan-2-yl)-1-cyclopropyl-1H-pyrazol-5-yl)-5-cyclopropyl-7-((2-(trimethylsilyl)ethoxy)methyl)-7H-pyrrolo[2,3-d]pyrimidin-2-amine N=1N(N=CC1)C(C)(C)C1=NN(C(=C1)NC=1N=CC2=C(N1)N(C=C2C2CC2)COCC[Si](C)(C)C)C2CC2